S(=O)(=O)(C1=CC=C(C)C=C1)N1N=CC=CC1C#N 2-tosyl-2,3-dihydropyridazine-3-carbonitrile